1-(Dichloromethyl)-4-methylbenzene ClC(C1=CC=C(C=C1)C)Cl